C(C)C=1N(C=2N(C(C1N1CCN(CC1)C(=O)OC(C)(C)C)=O)N=C(N2)C(N(C)OC)=O)COCC[Si](C)(C)C tert-butyl 4-(5-ethyl-2-(methoxy(methyl)carbamoyl)-7-oxo-4-((2-(trimethylsilyl)ethoxy)methyl)-4,7-dihydro-[1,2,4]triazolo[1,5-a]pyrimidin-6-yl)piperazine-1-carboxylate